N[C@@H]1CN(CC[C@@H]1F)C1=NC2=C(N1CC(=O)N1CCC1)C=CC(=C2)C(F)(F)F 2-(2-((3R,4S)-3-amino-4-fluoropiperidin-1-yl)-5-(trifluoromethyl)-1H-benzo[d]imidazol-1-yl)-1-(azetidin-1-yl)ethan-1-one